O1CCC2=C1C=CC(=C2)S(=O)(=O)OC2CCC(CC2)CN2CCN(CC2)C=2SC1=C(C(C2)=O)C=C(C=C1[N+](=O)[O-])C(F)(F)F 2-(4-(4-(2,3-dihydrobenzofuran-5-sulfonyloxy)cyclohexylmethyl)piperazin-1-yl)-6-(trifluoromethyl)-8-nitro-benzothiopyran-4-one